ClC=1C=CC(=NC1)COC1=CC=CC(=N1)N1CCN(CC1)CC1=NC2=C(N1C[C@H]1OCC1)C=CC=C2 (S)-2-((4-(6-((5-Chloropyridin-2-yl)methoxy)pyridin-2-yl)piperazin-1-yl)methyl)-1-(oxetan-2-ylmethyl)-1H-benzo[d]imidazol